5-(5-aminopentyl)-3-pentylquinolin NCCCCCC1=C2C=C(C=NC2=CC=C1)CCCCC